3-((1S,2S)-2-(3-chloro-2'-(3-(dimethylcarbamoyl)-2-fluorophenyl)-5',6-dimethyl-2-oxo-2H-[1,4'-bipyridin]-4-yl)cyclopropyl)-5-fluorobenzoic acid ClC=1C(N(C(=CC1[C@@H]1[C@H](C1)C=1C=C(C(=O)O)C=C(C1)F)C)C1=CC(=NC=C1C)C1=C(C(=CC=C1)C(N(C)C)=O)F)=O